3-(5-fluoro-2-oxo-benzo[cJ]indol-1-yl)piperidine-2,6-dione FC=1C=CC=2C(N(C3=CC=CC1C23)C2C(NC(CC2)=O)=O)=O